FC1=C(C=CC=C1)C1(C(N(CC1C1=CC(=CC=C1)C(F)(F)F)C)=O)C(=O)N 2-fluorophenyl-methyl-2-oxo-4-[3-(trifluoromethyl)phenyl]-3-pyrrolidinecarboxamide